FC(C1=CC=C(C=C1)C1=NC(=C2N1C=CC=C2)CNC(C=C)=O)(F)F N-((3-(4-(trifluoromethyl)phenyl)imidazo[1,5-a]pyridin-1-yl)methyl)acrylamide